7-methyl-2,5,8,11,14,17-hexaoxabicyclo[16.4.0]docosa-1(22),18,20-triene CC1COCCOC2=CC=CC=C2OCCOCCOCCO1